tert-butyldimethylsilyl cyanide [Si](C)(C)(C(C)(C)C)C#N